ethyl (S)-3-(3-(2,6-dimethylbenzyl)phenyl)-3-(3-(4-hydroxy-1-methyl-2-oxo-1,2-dihydropyridin-3-yl) ureido)propanoate CC1=C(CC=2C=C(C=CC2)[C@H](CC(=O)OCC)NC(=O)NC=2C(N(C=CC2O)C)=O)C(=CC=C1)C